acryloyl-oxymethyl-trimethoxysilane C(C=C)(=O)OC[Si](OC)(OC)OC